ClC=1C=C(C=C(C1)F)C=1C=NC=C(C1N1C[C@H](CC1)N)C1=NC2=C(N1)C=CC=C2F (3S)-1-[3-(3-chloro-5-fluorophenyl)-5-(4-fluoro-1H-1,3-benzodiazol-2-yl)pyridin-4-yl]pyrrolidin-3-amine